COC([C@H](CC1=CC=C(C2=CC=CC=C12)Br)NC(C1=C(C=CC=C1Cl)Cl)=O)=O.CN(CCN1N=CC(=C1)C(=O)N)C 1-[2-(dimethylamino)ethyl]-1H-pyrazole-4-carboxamide Methyl-(S)-3-(4-bromonaphthalen-1-yl)-2-(2,6-dichlorobenzamido)propanoate